BrC1=C2C=C(C(NC2=CC=C1C)=O)C 5-bromo-3,6-dimethylquinolin-2(1H)-one